(4-((2-Chloro-3-fluorophenyl)amino)-2-(trifluoromethyl)pyrimidin-5-yl)boronic acid ClC1=C(C=CC=C1F)NC1=NC(=NC=C1B(O)O)C(F)(F)F